4-bromo-3-fluoro-5-methoxy-N-methyl-2-nitroaniline BrC1=C(C(=C(NC)C=C1OC)[N+](=O)[O-])F